N-[(5-{2-[1-(methyldioxo-lambda6-sulfanyl)tetrahydro-1H-pyrrol-3-yl]pyrimidin-5-yl}-1,3,4-oxadiazol-2-yl)methyl]acetamide CS(N1CC(CC1)C1=NC=C(C=N1)C1=NN=C(O1)CNC(C)=O)(=O)=O